N6'-(2-(1-(Cyclopropylsulfonyl)-1H-pyrazol-4-yl)pyrimidin-4-yl)-4-(4,4-difluoropiperidin-1-yl)-N4'-((1s,4s)-4-((dimethylamino)methyl)cyclohexyl)-[2,3'-bipyridine]-4',6'-diamine C1(CC1)S(=O)(=O)N1N=CC(=C1)C1=NC=CC(=N1)NC1=CC(=C(C=N1)C1=NC=CC(=C1)N1CCC(CC1)(F)F)NC1CCC(CC1)CN(C)C